epoxymorphinan C1CC[C@@]23CCN[C@@H]([C@@H]2C1)CC4=C3C=CC5=C4O5